2,4,6-trimethylbenzoylphenylphosphine oxide ammonium salt [NH4+].CC1=C(C(=O)P(C2=CC=CC=C2)=O)C(=CC(=C1)C)C